4-(4-((1R,5S)-3,8-Diazabicyclo[3.2.1]octan-3-yl)-8-fluoro-2-(((2R,7aS)-2-fluorotetrahydro-1H-pyrrolizin-7a(5H)-yl)methoxy)quinazolin-7-yl)-5-ethyl-6-fluoronaphthalen-2-ol [C@H]12CN(C[C@H](CC1)N2)C2=NC(=NC1=C(C(=CC=C21)C2=CC(=CC1=CC=C(C(=C21)CC)F)O)F)OC[C@]21CCCN1C[C@@H](C2)F